COC=1C=C(C=C2C(=NC=NC12)NCC=1N=NC(=CC1)C)C1=CC=C(C(=O)N(C)C)C=C1 4-[8-methoxy-4-[(6-methylpyridazin-3-yl)methylamino]quinazolin-6-yl]-N,N-dimethyl-benzamide